2-[(3S)-4-[1-(2,6-dioxo-3-piperidyl)-3-methyl-2-oxo-benzimidazol-5-yl]-3-methyl-piperazin-1-yl]-N-[5-fluoro-7-hydroxy-6-(1,1,4-trioxo-1,2,5-thiadiazolidin-2-yl)-2-naphthyl]acetamide O=C1NC(CCC1N1C(N(C2=C1C=CC(=C2)N2[C@H](CN(CC2)CC(=O)NC2=CC1=CC(=C(C(=C1C=C2)F)N2S(NC(C2)=O)(=O)=O)O)C)C)=O)=O